Cl.NC=1C=C(C(=O)O)C=CC1 3-Aminobenzoic acid hydrochloride